propyl dimethylammonio-1-propanesulfonate C[NH+](C)C(CC)S(=O)(=O)OCCC